3-isobutyl-5-(3-phenyl-1-isopropylpyrazol-4-yl)-imidazo[4,5-b]pyridin-2-ylamine C(C(C)C)N1C(=NC=2C1=NC(=CC2)C=2C(=NN(C2)C(C)C)C2=CC=CC=C2)N